FC(CN(C1=NC=2N(C3=C1C(=CN=C3)F)C(=NN2)C)C2=CC(=NC=C2)C#CC2(CC2)C(F)(F)F)F N-(2,2-difluoroethyl)-6-fluoro-1-methyl-N-(2-((1-(trifluoromethyl)cyclopropyl)ethynyl)pyridin-4-yl)pyrido[4,3-e][1,2,4]triazolo[4,3-a]pyrimidin-5-amine